FC1=C(C=C(C=C1)C=1OC2=C(N1)C=C(C=C2)C2=CC=C(C=C2)O)O 2-Fluoro-5-(5-(4-hydroxyphenyl)benzo[d]oxazol-2-yl)phenol